5-chloro-N2-(4-((2S,6S)-2,6-dimethyl-1-(oxetan-3-yl)-1,2,3,6-tetrahydropyridin-4-yl)-2-isopropoxy-5-methyl-phenyl)-N4-(2-(isopropylsulfonyl)phenyl)pyrimidine-2,4-diamine ClC=1C(=NC(=NC1)NC1=C(C=C(C(=C1)C)C=1C[C@@H](N([C@H](C1)C)C1COC1)C)OC(C)C)NC1=C(C=CC=C1)S(=O)(=O)C(C)C